C1(=CC=CC=C1)C1=CC2=C(N(N=N2)CC2=CC=C(C=C2)C(F)(F)F)C(=C1)NCC1=CC=C(C(=O)O)C=C1 4-((5-phenyl-1-(4-(trifluoromethyl)benzyl)-1H-benzo[d][1,2,3]triazol-7-ylamino)methyl)benzoic acid